CO[C@H]([C@H](C(=O)N(C)OC)NC(OC(C)(C)C)=O)C Tert-Butyl ((2R,3S)-3-methoxy-1-(methoxy(methyl)amino)-1-oxobutan-2-yl)carbamate